BrC=1C=C(SC1)C#C[Si](C)(C)C 2-(4-bromo-2-thienyl)ethynyl-trimethyl-silane